(R or S)-N-{6-[1-Aminoethyl]-2-phenyl-2H-indazol-3-yl}-2-fluoro-5-pyrimidin-2-yl-4-(trifluoromethyl)benzamide N[C@H](C)C=1C=CC2=C(N(N=C2C1)C1=CC=CC=C1)NC(C1=C(C=C(C(=C1)C1=NC=CC=N1)C(F)(F)F)F)=O |o1:1|